Cl.Cl.FC1=CC2=C([C@H](C3(CCNCC3)O2)N)C=C1 (R)-6-fluoro-3H-spiro[benzofuran-2,4'-piperidine]-3-amine dihydrochloride